ClC1=CC(=CC=2N=C(OC21)C=2C(=C(C=CC2)C2=C(C(=CC=C2)COC2=CC=C1C(CCOC1=C2)N(CC(=O)O)C)C)C)CN2CCC(CC2)O N-(7-((3'-(7-chloro-5-((4-hydroxypiperidin-1-yl)methyl)benzo[d]oxazol-2-yl)-2,2'-Dimethyl-[1,1'-biphenyl]-3-yl)methoxy)chroman-4-yl)-N-methylglycine